(1S,2S,3S,6R,7R)-4-[(2S)-3,3-dimethyl-2-(2,2,2-trifluoroacetamido)butanoyl]-4-azatricyclo[5.2.1.0^{2,6}]decane-3-carboxylic acid CC([C@@H](C(=O)N1[C@@H]([C@H]2[C@H]3CC[C@@H]([C@H]2C1)C3)C(=O)O)NC(C(F)(F)F)=O)(C)C